COC[C@@H]1NCCC1 (R)-2-(methoxymethyl)pyrrolidine